FC1=C(C(=C(C(=C1[B-](C1=C(C(=C(C(=C1F)F)F)F)F)(C1=C(C(=C(C(=C1F)F)F)F)F)C1=C(C(=C(C(=C1F)F)F)F)F)F)F)F)F.CN methylamine tetrakis(pentafluorophenyl)borate